COC1=CC(=C(C=C1NC1=NC=NC(=C1)N1OCC[C@@H]1C1=CC=CC=C1)NC(C=C)=O)N1CCC(CC1)N(C)CCOC N-(4-methoxy-2-(4-((2-methoxyethyl)(methyl)amino)piperidine-1-yl)-5-((6-((R)-3-phenylisoxazolidine-2-yl)pyrimidine-4-yl)amino)phenyl)acrylamide